S1C(=NC2=C1C=C(C=C2)N)N 2,6-benzothiazolediamine